C(C)(=O)C1=NN(C2=CC=C(C=C12)C=1C=NC(=NC1)C)CC(=O)N1[C@@H](CC1)C(=O)NC1=NC(=CC=C1)Br (S)-1-(2-(3-acetyl-5-(2-methylpyrimidin-5-yl)-1H-indazol-1-yl)acetyl)-N-(6-bromopyridin-2-yl)azetidine-2-carboxamide